acetic acid heptylester C(CCCCCC)OC(C)=O